NC1=NC2=CC(=CC=C2C=C1Br)OC[C@]1(O[C@H]([C@@H]([C@@H]1O)O)N1C=CC2=C1N=CN=C2N)C (2r,3s,4r,5r)-2-(((2-amino-3-bromoquinolin-7-yl)oxy)methyl)-5-(4-amino-7H-pyrrolo[2,3-d]pyrimidin-7-yl)-2-methyltetrahydrofuran-3,4-DIOL